N-(2-chloro-6-methylphenyl)-2-((2-(((1R,4R)-4-hydroxycyclohexyl)amino)-6-(4-(2-hydroxyethyl)Piperazin-1-yl)pyrimidin-4-yl)amino)thiazole-5-carboxamide ClC1=C(C(=CC=C1)C)NC(=O)C1=CN=C(S1)NC1=NC(=NC(=C1)N1CCN(CC1)CCO)NC1CCC(CC1)O